(R)-6-fluoro-10-isopropyl-2-methyl-7-(6-(3-(piperidin-1-yl)propoxy)pyridin-3-yl)-9,10-dihydro-8-oxa-2,4,10a-triazanaphtho[2,1,8-cde]azulen-1(2H)-one FC=1C=C2N=CC=3N(C(N4[C@@H](COC(=C2C34)C1C=1C=NC(=CC1)OCCCN1CCCCC1)C(C)C)=O)C